C[SiH2]C1=C(C=C(C=C1C)C)C methyl-(2,4,6-trimethylphenyl)silane